2,5-dimethyl-2,5-Di(tert-butylperoxy)hexane Sodium [Na].CC(C)(CCC(C)(OOC(C)(C)C)C)OOC(C)(C)C